C1(=CC=CC=C1)N1C=CC=C1 N-phenyl-1H-pyrrole